tert-butyl (R)-3-((6-chloro-1H-pyrazolo[3,4-d]pyrimidin-4-yl)amino)piperidine-1-carboxylate ClC1=NC(=C2C(=N1)NN=C2)N[C@H]2CN(CCC2)C(=O)OC(C)(C)C